(S)-2-(2,6-dioxopiperidin-3-yl)-5-(4-(piperidin-4-ylmethyl)piperazine-1-yl)isoindoline-1,3-dione O=C1NC(CC[C@@H]1N1C(C2=CC=C(C=C2C1=O)N1CCN(CC1)CC1CCNCC1)=O)=O